Vinyl-methyldiethoxy-silan C(=C)[Si](OCC)(OCC)C